O1C(COCC1)COC1=NC(N2C(C3=CC=C(C=C3CC2)C#CC(CC)(O)CC)=C1)=O 2-([1,4]Dioxan-2-ylmethoxy)-9-(3-ethyl-3-hydroxy-pent-1-ynyl)-6,7-dihydro-pyrimido[6,1-a]isoquinolin-4-one